C(#N)[C@H]1N([C@H]2C[C@H]2C1)C(CC1=NC2=CC(=CC=C2C(=C1)C(=O)N)C(C)O)=O (2-((1S,3S,5S)-3-cyano-2-azabicyclo[3.1.0]hex-2-yl)-2-oxoethyl)-7-(1-hydroxyethyl)quinoline-4-carboxamide